S1C(=CC=C1)C(=O)N1CCNCC1 4-(thiophene-2-carbonyl)piperazine